OXOPYRIDINE O=C1NC=CC=C1